C(CCCCCCCCCCCCCCCC)(=O)OC HEPTADECANOIC ACID, METHYL ESTER